5-(2-chloro-5-(isobutyrylaminomethyl)benzoylamino)-1-(2,2-difluoroethyl)-N-(4-(trifluoromethoxy)phenyl)-1H-indole-2-carboxamide ClC1=C(C(=O)NC=2C=C3C=C(N(C3=CC2)CC(F)F)C(=O)NC2=CC=C(C=C2)OC(F)(F)F)C=C(C=C1)CNC(C(C)C)=O